N[C@@H](C)C(=O)N[C@@H](CO)C(=O)O alanyl-Serine